BrC1=CC=C(C=N1)CC1CN(C1)C(=O)OC(C)(C)C tert-butyl 3-((6-bromopyridin-3-yl)methyl)azetidine-1-carboxylate